1-(3-chloropyrazin-2-yl)-4-(2-(diphenylamino)-2-oxoethyl)piperidine-4-carboxylic acid ClC=1C(=NC=CN1)N1CCC(CC1)(C(=O)O)CC(=O)N(C1=CC=CC=C1)C1=CC=CC=C1